CC=1N=C(SC1C1(OCCO1)C)/C=C/C(=O)OC methyl (E)-3-[4-methyl-5-(2-methyl-1,3-dioxolan-2-yl) thiazol-2-yl]acrylate